CN(CCOC1=C(C=C(C(=C1)N)F)N)C 2-(2-(dimethyl-amino)ethoxy)-5-fluorobenzene-1,4-diamine